t-octane C(C)(C)CC(C)(C)C